2,3,4,6-tetra(9H-carbazol-9-yl)-5-(pyridin-2-yl)benzonitrile C1=CC=CC=2C3=CC=CC=C3N(C12)C1=C(C#N)C(=C(C(=C1N1C2=CC=CC=C2C=2C=CC=CC12)N1C2=CC=CC=C2C=2C=CC=CC12)C1=NC=CC=C1)N1C2=CC=CC=C2C=2C=CC=CC12